7,8-dihydro-5H-1,6-naphthyridine-6-carboxylic acid ethyl ester C(C)OC(=O)N1CC=2C=CC=NC2CC1